4-amino-1-(4-(((tert-butyldimethylsilyl)oxy)methyl)cyclohex-1-en-1-yl)pyrimidin-2(1H)-one NC1=NC(N(C=C1)C1=CCC(CC1)CO[Si](C)(C)C(C)(C)C)=O